3-hydroxypentan-4-enenitrile OC(CC#N)C=C